trans-1-(5-(2-(piperidin-4-ylmethylamino)cyclopropyl)indolin-1-yl)butan-1-one tert-butyl-6-((6-cyano-2-methylpyridin-3-yl)(methyl)amino)-2-azaspiro[3.3]heptane-2-carboxylate C(C)(C)(C)OC(=O)N1CC2(C1)CC(C2)N(C)C=2C(=NC(=CC2)C#N)C.N2CCC(CC2)CN[C@H]2[C@@H](C2)C=2C=C1CCN(C1=CC2)C(CCC)=O